2-[4-(6-Pyrrolidin-1-ylpyridine-3-carbonyl)piperazin-1-yl]-3H-quinazolin-4-one N1(CCCC1)C1=CC=C(C=N1)C(=O)N1CCN(CC1)C1=NC2=CC=CC=C2C(N1)=O